1-(6-fluoropyridin-3-yl)-3-methyl-1,3-dihydro-2H-imidazolo[4,5-b]pyrazin-2-one FC1=CC=C(C=N1)N1C(N(C=2C1=NC=CN2)C)=O